piperidine-4-carboxylic acid tetrahydro-2H-pyran-4-yl ester O1CCC(CC1)OC(=O)C1CCNCC1